NN1C=NC(=C2N3C(N=C12)N(C(N3CC3CC3)=O)CCN3CCN(CC3)C3=CC=C(C=C3)OCC)C=3OC=CC3 5-Amino-1-(cyclopropylmethyl)-3-[2-[4-(4-ethoxyphenyl)piperazin-1-yl]ethyl]-8-(2-furyl)-[1,2,4]triazolo[5,1-f]purin-2-one